N1=CC(=CC2=CC=CC=C12)C1=CC=C(C=C1)S(=O)(=O)N 4-(quinoline-3-yl)benzenesulfonamide